BrC=1SC(=C2NCC(CC21)F)C(=O)OC methyl 5-bromo-3-fluoro-1,2,3,4-tetrahydrothieno[3,4-b]pyridine-7-carboxylate